5-((2R,4S)-4-fluoro-2-(5-fluoro-2-methoxypyridin-3-yl)pyrrolidin-1-yl)pyrazolo[1,5-a]pyrimidine-3-carboxylic acid ethyl ester C(C)OC(=O)C=1C=NN2C1N=C(C=C2)N2[C@H](C[C@@H](C2)F)C=2C(=NC=C(C2)F)OC